(S)-6-bromo-N-methyl-2,3-dihydrobenzo-furan-3-amine BrC1=CC2=C([C@@H](CO2)NC)C=C1